FC1=C(C=C(C=C1)F)NC(C(=O)N1CC2(CC2)C[C@H]1C(=O)N[C@@H](C[C@H]1C(NCC1)=O)C(COC(F)(F)F)=O)=O (S)-5-(2-((2,5-difluorophenyl)amino)-2-oxoacetyl)-N-((S)-3-oxo-1-((S)-2-oxopyrrolidin-3-yl)-4-(trifluoromethoxy)butan-2-yl)-5-azaspiro[2.4]heptane-6-carboxamide